BrC/C=C/C(=O)NC1=C(C=C(C=C1F)C(=O)C1=CC=C2C(=CC=CN12)C=1C(=C2CCC(C2=CC1)O)C)F (e)-4-bromo-N-(2,6-difluoro-4-(8-(1-hydroxy-4-methyl-2,3-dihydro-1H-inden-5-yl)indolizine-3-carbonyl)phenyl)but-2-enamide